2-(3-Hydroxyazetidin-3-yl)-1-(4-methoxy-2-methyl-5,7-dihydro-6H-pyrrolo[3,4-d]pyrimidin-6-yl)ethan-1-one formate C(=O)O.OC1(CNC1)CC(=O)N1CC=2N=C(N=C(C2C1)OC)C